C1CC12CN[C@H](C2)C=2N=CN(C2)C2=C(C=C(C=N2)NC(CN2N=C(C=C2C)C(F)(F)F)=O)F |o1:5| (R or S)-N-(6-(4-(5-azaspiro[2.4]heptan-6-yl)-1H-imidazol-1-yl)-5-fluoropyridin-3-yl)-2-(5-methyl-3-(trifluoromethyl)-1H-pyrazol-1-yl)acetamide